NC1=NC=2C=CC(=CC2C2=C1COC2)C(=O)N([C@H](C)C2=NC=C(C=C2)C(F)(F)F)C(C)C 4-amino-N-(2-propanyl)-N-((1R)-1-(5-(trifluoromethyl)-2-pyridinyl)ethyl)-1,3-dihydrofuro[3,4-c]quinoline-8-carboxamide